ClC=1C=C(C=CC1)[C@H](CO)N1N=C(C=C1C(=O)N)C(=O)NC 1-((R)-1-(3-chlorophenyl)-2-hydroxyethyl)-N3-methyl-1H-pyrazole-3,5-dicarboxamide